C(CC)SC=1NC(C2=C(N1)NC(CC2C2=CC=NC1=CC=CC=C21)=O)=O 2-propylmercapto-5-(quinolin-4-yl)-5,6-dihydropyrido[2,3-d]pyrimidine-4,7(3H,8H)-dione